C(=C)(C)[Si](C1=CC(=CC=C1)C(=C)C)(C)C(=C)C diisopropenylmethyl-(3-isopropenylphenyl)silane